tert-butyl (1-(1-(4-bromobenzyl)cyclopropyl)piperidin-4-yl)carbamate BrC1=CC=C(CC2(CC2)N2CCC(CC2)NC(OC(C)(C)C)=O)C=C1